OC=1C=C2C(=C(N(C2=CC1)CC1=CC=C(OCCCCN2CCN(CC2)C(COC=2C=CC=C3C(=NN(C23)C)C2C(NC(CC2)=O)=O)=O)C=C1)C1=CC=C(C=C1)O)C 3-(7-(2-(4-(4-(4-((5-Hydroxy-2-(4-hydroxyphenyl)-3-methyl-1H-indol-1-yl)-methyl)phenoxy)butyl)piperazin-1-yl)-2-oxoethoxy)-1-methyl-1H-indazol-3-yl)piperidine-2,6-dione